2-[4-(2-Phenyl-[1,3]oxazolo[4,5-b]pyridine-6-carbonyl)piperazin-1-yl]-3H-quinazolin-4-one C1(=CC=CC=C1)C=1OC=2C(=NC=C(C2)C(=O)N2CCN(CC2)C2=NC3=CC=CC=C3C(N2)=O)N1